N-(5-(N-methylsulfamoyl)-2-(3-(trifluoromethyl)benzyloxy)benzyl)acrylamide CNS(=O)(=O)C=1C=CC(=C(CNC(C=C)=O)C1)OCC1=CC(=CC=C1)C(F)(F)F